6-(trifluoromethyl)-3,4-dihydro-2H-pyrano[3,2-b]pyridin-3-amine hydrochloride Cl.FC(C1=CC=C2C(=N1)CC(CO2)N)(F)F